(S)-1-(diphenylcarbamoyl)-4-(10H-phenothiazine-10-carbonyl)piperazine-2-carboxylic acid C1(=CC=CC=C1)N(C(=O)N1[C@@H](CN(CC1)C(=O)N1C2=CC=CC=C2SC=2C=CC=CC12)C(=O)O)C1=CC=CC=C1